C1(=CC=CC=C1)N(C1=CC=2C(C3=CC=CC=C3C2C=C1)(C)C)C1=CC=C(C=C1)Br phenyl-(4-bromo-phenyl)-(9,9-dimethyl-9H-fluoren-2-yl)-amine